OCCCC1CCN(CC1)C(=O)[O-] 4-(3-Hydroxypropyl)piperidine-1-carboxylate